C(CCC)C1CCC(CC1)\C(=C(/C(=O)O)\C1CCCC1)\C(=O)O.ClC1=CC=CC=2C=3N(C(=NC12)N[C@H]1C(NCCCC1)=O)N=C(N3)C=3C=NN(C3)C (3R)-3-{[7-chloro-2-(1-methyl-1H-pyrazol-4-yl)[1,2,4]triazolo[1,5-c]quinazolin-5-yl]amino}azepan-2-one (4-butylcyclohexyl)cyclopentyl-fumarate